benzyl (1R,2S,5S)-6,6-dimethyl-3-azabicyclo[3.1.0]hexane-2-carboxylate hydrochloride Cl.CC1([C@H]2CN[C@@H]([C@@H]12)C(=O)OCC1=CC=CC=C1)C